CN1C(=NN=C1)[C@@H](C1CC(C1)C#N)C1=CC(=CC=C1)N1C(C2=CC(=CC(=C2C1)C(F)(F)F)CNC1(CCC1)C)=O (1S,3r)-3-((S)-(4-methyl-4H-1,2,4-triazol-3-yl)(3-(6-(((1-methylcyclobutyl)amino)methyl)-1-oxo-4-(trifluoromethyl)isoindolin-2-yl)phenyl)methyl)cyclobutane-1-carbonitrile